NC1=C(C=C(C=N1)C=1C=C2N(N1)CCC21CN(CC1)C(=O)NCC)C(NC1=CC=CC=C1)=O 2'-[6-amino-5-(phenylcarbamoyl)pyridin-3-yl]-N-ethyl-5',6'-dihydrospiro[pyrrolidine-3,4'-pyrrolo[1,2-b]pyrazole]-1-carboxamide